C(C)OC(CCCCCCCCCC/C=C/CCO)OCC (3E)-15,15-diethoxy-3-pentadecen-1-ol